FC1=C(C=CC(=C1OCC1=CC=C(C=C1)OC)F)C1=CC(=NO1)CO (5-{2,4-Difluoro-3-[(4-methoxyphenyl)methoxy]phenyl}-1,2-oxazol-3-yl)methanol